FC(OC1=NC(=CC=C1NC(=O)C1(CN(C1)CC(=O)O)C1=C(C=CC=C1)C(C)C)C)F 2-(3-((2-(difluoromethoxy)-6-methylpyridin-3-yl)carbamoyl)-3-(2-isopropylphenyl)azetidin-1-yl)acetic acid